1-[4-oxo-6-(6-trifluoromethyl-pyridin-2-yl)-1,3,5-triazin-2-ylamino]-2-methyl-2-propanol O=C1NC(=NC(=N1)C1=NC(=CC=C1)C(F)(F)F)NCC(C)(O)C